2-(4-fluorophenyl)-3-(6-methyl-1H-pyrazolo[3,4-d]pyrimidin-4-yl)-6-(trifluoromethyl)-6,7-dihydro-4H-pyrazolo[5,1-c][1,4]oxazine FC1=CC=C(C=C1)C1=NN2C(COC(C2)C(F)(F)F)=C1C1=C2C(=NC(=N1)C)NN=C2